4-(4-amino-7-bromo-2-{2-fluoro-4-[(2-fluoroacrylamido)]phenyl}-1-methylpyrrolo[3,2-c]pyridin-3-yl)-2-methoxy-N-(2,2,2-trifluoroethyl)benzamide NC1=NC=C(C2=C1C(=C(N2C)C2=C(C=C(C=C2)NC(C(=C)F)=O)F)C2=CC(=C(C(=O)NCC(F)(F)F)C=C2)OC)Br